(S)-7-bromo-6-chloro-8-fluoro-2-((1-methylpyrrolidin-2-yl)methoxy)-4-(methylthio)quinazoline BrC1=C(C=C2C(=NC(=NC2=C1F)OC[C@H]1N(CCC1)C)SC)Cl